tert-butyl N-{[2-(2-methoxyethoxy)ethoxy]acetyl}-L-alanyl-L-alanyl-L-asparaginat COCCOCCOCC(=O)N[C@@H](C)C(=O)N[C@@H](C)C(=O)N[C@@H](CC(N)=O)C(=O)OC(C)(C)C